4-(3-chloro-2-fluoro-6-methoxyphenyl)-N-(5-((S)-2-hydroxypropoxy)thiazolo[5,4-d]pyrimidin-2-yl)-6-methylnicotinamide ClC=1C(=C(C(=CC1)OC)C1=CC(=NC=C1C(=O)NC=1SC=2N=C(N=CC2N1)OC[C@H](C)O)C)F